(E)-N-benzylidene-2-methylpropane-2-sulfinamide C(/C1=CC=CC=C1)=N\S(=O)C(C)(C)C